ClC=1C=C2[C@](CCOC2=C(C1)CCC(=O)O)(C)C=1N=C(NC1)C1=C(C=CC(=C1)OC=1C(=C2C=CNC2=C(C1F)F)SC)F 3-[(4R)-6-chloro-4-[2-[5-[(6,7-difluoro-4-methylsulfanyl-1H-indol-5-yl)oxy]-2-fluoro-phenyl]-1H-imidazol-4-yl]-4-methyl-chroman-8-yl]propanoic acid